triphenylphosphine bis(trifluoromethylsulfonyl)imide salt [N-](S(=O)(=O)C(F)(F)F)S(=O)(=O)C(F)(F)F.C1(=CC=CC=C1)P(C1=CC=CC=C1)C1=CC=CC=C1